ClC1(CCC(CC1)(N)N)Cl dichloro-diaminocyclohexane